C(C)(C)(C)OC(=O)N1[C@@H](C[C@@H](C1)OCOC)CN1N=C2N(C(=NC(=C2C2=CC(=NC(=C2)C)C)C2=CC=CC=C2)N)C1=O (2s,4s)-2-((5-amino-8-(2,6-dimethylpyridin-4-yl)-3-oxo-7-phenyl-[1,2,4]triazolo[4,3-c]pyrimidin-2(3H)-yl)methyl)-4-(methoxymethoxy)pyrrolidine-1-carboxylic acid tert-butyl ester